(12Z,15Z)-1-((tert-butyldimethylsilyl)oxy)henicosa-12,15-dien-3-yl (4-nitrophenyl) carbonate C(OC(CCO[Si](C)(C)C(C)(C)C)CCCCCCCC\C=C/C\C=C/CCCCC)(OC1=CC=C(C=C1)[N+](=O)[O-])=O